[1-(4-fluorophenyl)ethyl]-6-methyl-4-[(1-methylcyclopropyl)amino]furo[2,3-d]pyrimidine-5-carboxamide FC1=CC=C(C=C1)C(C)C=1N=C(C2=C(N1)OC(=C2C(=O)N)C)NC2(CC2)C